[Ag].[Cu].[Ni].[Pd] palladium-nickel-copper-silver